C1(CC1)C1=NN(C=N1)C1CC2(CN(C2)C(=O)N2CC3(C2)CC(C3)OC3=C(C=C(C=C3)OC(F)(F)F)F)C1 [6-(3-cyclopropyl-1,2,4-triazol-1-yl)-2-azaspiro[3.3]heptan-2-yl]-[6-[2-fluoro-4-(trifluoromethoxy)phenoxy]-2-azaspiro[3.3]heptan-2-yl]methanone